CN1N=CC(=C1C1CCN(CC1)C1=CC(=NC(=N1)C(F)(F)F)N1[C@@H]([C@@H](C1)N1CCN(CC1)C(C=C)=O)CF)C 1-(4-((2S,3R)-1-(6-(4-(1,4-dimethyl-1H-pyrazol-5-yl)piperidin-1-yl)-2-(trifluoromethyl)pyrimidin-4-yl)-2-(fluoromethyl)azetidin-3-yl)piperazin-1-yl)prop-2-en-1-one